FC1=C(C(=NC(=N1)C=1C(=NC=NC1)C(F)(F)F)OC)C(F)(F)F 6-fluoro-4-methoxy-2-(4-trifluoromethyl-5-pyrimidinyl)-5-trifluoromethylpyrimidine